S1C2=C(C=C1C(=O)NC(=O)C1(COCCO1)CN1CC(CCC1)O)CCCCCC2 N-{4H,5H,6H,7H,8H,9H-cycloocta[b]thiophene-2-carbonyl}-3-[(3-hydroxypiperidin-1-yl)methyl]dioxane-3-carboxamide